ClC=1C=C2C=C(C(NC2=NC1)=O)[C@H](C)NC1=CC=C(N(C1=O)C)C#N (S)-5-((1-(6-chloro-2-oxo-1,2-dihydro-1,8-naphthyridin-3-yl)ethyl)amino)-1-methyl-6-oxo-1,6-dihydropyridine-2-carbonitrile